CC1=C(C=CC(=C1)SCC=1SC(=NN1)C1=CC(=C(C(=C1)F)F)F)O 2-methyl-4-(((5-(3,4,5-trifluorophenyl)-1,3,4-thiadiazol-2-yl)methyl)thio)phenol